C1([C@H](O)[C@@H](O)[C@H](O)[C@H](O1)CO)C(=O)[C@H](O)[C@@H](O)[C@H](O)[C@H](O)CO trans-glucosyl-glucose